N-methoxy-N-methyl-3-(4-trifluoromethyl-phenyl)-propionamide CON(C(CCC1=CC=C(C=C1)C(F)(F)F)=O)C